(P)-1-(5-chloro-4-cyclobutyl-2-methoxyphenyl)-2-oxo-N-(pyridazin-3-yl)-1,2-dihydroquinoline-6-sulfonamide ClC=1C(=CC(=C(C1)N1C(C=CC2=CC(=CC=C12)S(=O)(=O)NC=1N=NC=CC1)=O)OC)C1CCC1